C1(CC1)OC1=C(C#N)C=CC=C1 cyclopropoxybenzonitrile